(3S,4S) or (3R,4R)-4-(4-{2-[(1,5-dimethyl-1H-pyrazol-4-yl)amino]-6-methylquinazolin-7-yl}piperidin-1-yl)-4-methyloxolan-3-ol CN1N=CC(=C1C)NC1=NC2=CC(=C(C=C2C=N1)C)C1CCN(CC1)[C@@]1([C@@H](COC1)O)C |o1:25,26|